5-(4-methylthiophenyl)-2-(hydroxymethylene)cyclohexane-1,3-dione CSC1=CC=C(C=C1)C1CC(C(C(C1)=O)=CO)=O